N-((1S)-1-cyclohexyl-2-((3-(4-methyl-2-oxoimidazolidin-1-yl)-3-(methylcarbamoyl)-3,4-dihydro-2H-benzo[b][1,4]dioxepin-7-yl)amino)-2-oxoethyl)-1-methyl-1H-pyrazole-5-carboxamide C1(CCCCC1)[C@@H](C(=O)NC1=CC2=C(OCC(CO2)(C(NC)=O)N2C(NC(C2)C)=O)C=C1)NC(=O)C1=CC=NN1C